(1r,4r)-4-(3-chloroanilino)-2'-(3-methyl-2-{[(pyridin-4-yl)oxy]methyl}butyl)-2',3'-dihydrospiro[cyclohexane-1,1'-indene]-4-carboxylic acid ClC=1C=C(NC2(CCC3(C(CC4=CC=CC=C34)CC(C(C)C)COC3=CC=NC=C3)CC2)C(=O)O)C=CC1